NC1=C(C(=NN1C(C(F)(F)F)C1CC1)C1=CC=C(C=C1)CNC(C1=C(C=CC(=C1)F)OC)=O)C(=O)N 5-amino-1-(1-cyclopropyl-2,2,2-trifluoro-ethyl)-3-[4-[[(5-fluoro-2-methoxy-benzoyl)amino]methyl]phenyl]pyrazole-4-carboxamide